5-bromo-7,7-dimethyl-7H-fluoreno[4,3-b]Benzofuran BrC1=CC=2C(C=3C=CC=CC3C2C=2OC3=C(C21)C=CC=C3)(C)C